FC1=C(C(=C(C(=C1C#C[Si](C)(C)C)F)C#C[Si](C)(C)C)F)C#C[Si](C)(C)C 1,3,5-trifluoro-2,4,6-tris(trimethylsilyl-ethynyl)benzene